C(C)C1=CC=C(C=C1)C1CCN(CC1)C(=O)C1CC2(C1)NC(OC2)=O (2s,4s)-2-(4-(4-ethylphenyl)piperidine-1-carbonyl)-7-oxa-5-azaspiro[3.4]octan-6-one